9-azido-2,7-dibromo-9-(4-methoxyphenyl)-9H-fluorene N(=[N+]=[N-])C1(C2=CC(=CC=C2C=2C=CC(=CC12)Br)Br)C1=CC=C(C=C1)OC